C(C)C=1C=C2C(=C(C(=NC2=C(C1)F)N1[C@@H](CN(CC1)CC1(CCOCC1)F)C)C1=NC(=NO1)C)C (R)-5-(6-ethyl-8-fluoro-2-(4-((4-fluorotetrahydro-2H-pyran-4-yl)methyl)-2-methylpiperazin-1-yl)-4-methylquinolin-3-yl)-3-methyl-1,2,4-oxadiazole